2-[(4S)-4-amino-2-oxa-8-azaspiro[4.5]decan-8-yl]-5-(2-ethyl-2H-indazol-6-yl)-3-methyl-3H,4H,7H-pyrrolo[2,3-d]pyrimidin-4-one hydrochloride Cl.N[C@@H]1COCC12CCN(CC2)C=2N(C(C1=C(N2)NC=C1C=1C=CC2=CN(N=C2C1)CC)=O)C